CC1(C(CC2=CC=CC=C12)NC=1C=CC(=NC1)[C@@H](C(F)(F)F)N(C(=O)C1CNC(O1)=O)C)C N-((1S)-1-(5-((1,1-Dimethyl-2,3-dihydro-1H-inden-2-yl)amino)pyridin-2-yl)-2,2,2-trifluoroethyl)-N-methyl-2-oxooxazolidine-5-carboxamide